COCCOC=1C=C(C=CC1)N1N=C2C(C=NC(=C2)N2CC(C2)S(=O)(=O)N(C)C)=C1 1-(2-(3-(2-methoxyethoxy)phenyl)-2H-pyrazolo[4,3-c]pyridin-6-yl)-N,N-dimethylazetidine-3-sulfonamide